cyclopropylmethyl 3-([(2E)-3-[(5-chloropyridin-2-yl)sulfonyl]prop-2-en-1-yl]carbamoyl)-2-oxo-1,2,5,6,7,8-hexahydro-1,6-naphthyridine-6-carboxylate ClC=1C=CC(=NC1)S(=O)(=O)/C=C/CNC(=O)C=1C(NC=2CCN(CC2C1)C(=O)OCC1CC1)=O